Cl.C(C)N(CC)CCCl N,N-diethyl-beta-chloroethylamine hydrochloride